BrC=1C(=C(C=2C=NN(C2C1)C1OCCCC1)C(=O)OC)F methyl 6-bromo-5-fluoro-1-tetrahydropyran-2-yl-indazole-4-carboxylate